FC(C1=NC=CC(=C1)C=1C(=NC(=CC1)C(F)(F)F)NC(=O)N=[S@](=O)(N)C=1C=NN2C1OCC(C2)(C)C)(F)F (R)-N'-((2',6-bis(trifluoromethyl)-[3,4'-bipyridin]-2-yl)carbamoyl)-6,6-dimethyl-6,7-dihydro-5H-pyrazolo[5,1-b][1,3]oxazine-3-sulfonimidamide